C1(CC2C(CC1)O2)CC[SiH](OC(C)C)OC(C)C (3,4-epoxycyclohexyl)ethyldiisopropyloxysilane